4-(benzo[b]thiophen-3-yl)-1,2-dimethyl-5-(quinoxalin-6-yl)-1H-pyrazol S1C2=C(C(=C1)C=1CN(N(C1C=1C=C3N=CC=NC3=CC1)C)C)C=CC=C2